FC(OC1=CC=C(C=C1)NN)(F)F (p-trifluoromethoxyphenyl)hydrazine